tert-butyl ((3R,6S)-6-(((3-cis-(trifluoromethoxy)cyclobutyl)methoxy)methyl)tetrahydro-2H-pyran-3-yl)carbamate FC(OC1(CCC1)COC[C@@H]1CC[C@H](CO1)NC(OC(C)(C)C)=O)(F)F